[Br-].C(CCCCCCCCCCC)[N+](CCCCCCCCCCCC)(CCCCCCCCCCCC)CCCCCCCCCCCC Tetradodecylammonium bromid